CN(C(=O)C=1C=C2C(=NC1)NC(N2)=O)C2=CC=CC=C2 N-methyl-2-oxo-N-phenyl-2,3-dihydro-1H-imidazo[4,5-b]pyridine-6-carboxamide